N-((2-fluoropyridin-3-yl)methyl)-4'-(N-methylpropionamido)-[1,1'-biphenyl]-4-carboxamide FC1=NC=CC=C1CNC(=O)C1=CC=C(C=C1)C1=CC=C(C=C1)N(C(CC)=O)C